C1(CC1)C(=O)N1C=2C=CC(=NC2C(CC1)F)C(C)NC(C1=CC=C(C=C1)F)=O N-(1-(5-(Cyclopropancarbonyl)-8-fluoro-5,6,7,8-tetrahydro-1,5-naphthyridin-2-yl)ethyl)-4-fluorobenzamid